3-iodo-7-nitro-1H-indole-4-carbonitrile IC1=CNC=2C(=CC=C(C12)C#N)[N+](=O)[O-]